N1=CC=C(C=C1)CCCOC=1C=C2C(NC(=NC2=CC1)C1=CC=2N(C=N1)C=CC2)=O 6-(3-Pyridin-4-yl-propoxy)-2-pyrrolo[1,2-c]pyrimidin-3-yl-3H-quinazolin-4-one